3-chloro-4-(morpholinomethyl)aniline NICKEL (0) [Ni].ClC=1C=C(N)C=CC1CN1CCOCC1